COC1=CC=C2C=C(N=CC2=C1)N1C=CC=2C1=CN=CC2 7-methoxy-3-[1H-pyrrolo[2,3-c]pyridin-1-yl]isoquinoline